3-(1-methyl-1H-pyrazol-4-yl)-4-(4-methylene-5-oxotetrahydrofuran-2-yl)benzoic acid CN1N=CC(=C1)C=1C=C(C(=O)O)C=CC1C1OC(C(C1)=C)=O